O[C@@](CN1N=CC(=C1)C#N)(C)[C@H]1CCC[C@H]2[C@@H]3CC[C@@H]4C[C@](CC[C@@]4([C@H]3CC[C@]12C)C)(C)O 1-((S)-2-hydroxy-2-((1S,4aS,4bR,6aR,8R,10aS,10bS,12aS)-8-hydroxy-8,10a,12a-trimethyloctadecahydrochrysen-1-yl)propyl)-1H-pyrazole-4-carbonitrile